Tert-butyl (5-(4-cyano-3-fluorophenyl)-1-(3-iodophenyl)-1H-pyrazol-3-yl)carbamate C(#N)C1=C(C=C(C=C1)C1=CC(=NN1C1=CC(=CC=C1)I)NC(OC(C)(C)C)=O)F